BrCC(=O)C1=CC(=CC=C1)SC=1C(=C2C=CN(C2=CC1F)S(=O)(=O)C1=CC=CC=C1)Br 2-bromo-1-(3-((4-bromo-6-fluoro-1-(phenylsulfonyl)-1H-indol-5-yl)thio)phenyl)ethan-1-one